C(C=C)(=O)OC1C(C(=O)OC1)(C)C Acryloyloxy-dimethyl-γ-butyrolacton